OC(CNCCNCC(C)O)C N,N'-di(2-hydroxypropyl)ethylenediamine